C(C)(C)(C)OC(NCCOCCCOCC#C)=O N-[2-(3-prop-2-ynyloxypropoxy)ethyl]carbamic acid tert-butyl ester